(S)-N-(pyrrolidin-3-yl)quinolin-6-amine hydrochloride Cl.N1C[C@H](CC1)NC=1C=C2C=CC=NC2=CC1